(6-bromoimidazo[1,2-a]pyridin-2-yl)methanol BrC=1C=CC=2N(C1)C=C(N2)CO